CC(C(C(=O)O)C1=CC(=NO1)OC1OCCCC1)C 3-methyl-2-(3-((tetrahydro-2H-pyran-2-yl)oxy)isoxazol-5-yl)butanoic acid